IC1=C(C=CC=C1)B(O)O (2-iodophenyl)boronic acid